3-(3-Methoxyphenyl)-5-methyl-pyrazol-4-ol COC=1C=C(C=CC1)C1=NNC(=C1O)C